2,6-di-tert-butyl-4-(3,9-dimethylpyrido[1,2-a]indol-10-yl)phenol C(C)(C)(C)C1=C(C(=CC(=C1)C1=C2N(C3=CC(=CC=C13)C)C=CC=C2C)C(C)(C)C)O